4-(3-fluorophenyl)-4-cyanotetrahydropyran FC=1C=C(C=CC1)C1(CCOCC1)C#N